ClC=1C(=C(C(=CC1N1CC(CC1)(C)N(C)CC(C)F)F)S(=O)(=O)NC1=NC(=CC=C1)F)F 3-chloro-2,6-difluoro-4-(3-((2-fluoropropyl)(methyl)amino)-3-methylpyrrolidin-1-yl)-N-(6-fluoropyridin-2-yl)benzenesulfonamide